Bromofluorid BrF